tert-butyl N-methyl-N-[1-methyl-1-[4-(3-nitropyrazol-1-yl) phenyl] ethyl]carbamate CN(C(OC(C)(C)C)=O)C(C)(C1=CC=C(C=C1)N1N=C(C=C1)[N+](=O)[O-])C